OC1=C(C=CC(=C1)N(CC)CC)C1(OC(=O)C2=CC=CC=C12)C1=C(C=CC(=C1)C)OC 3-(2'-hydroxy-4'-diethylaminophenyl)-3-(2'-methoxy-5'-methylphenyl)phthalide